O=C1NC(=C(C2=CC(=CC=C12)C(=O)OC)C1=CC=CC=C1)C1=CC=CC=C1 methyl 1-oxo-3,4-diphenyl-1,2-dihydroisoquinoline-6-carboxylate